C12CS(CC(N1)C2)(=O)=O 3λ6-thia-6-azabicyclo[3.1.1]heptane 3,3-dioxide